N(=[N+]=[N-])C1=C(C=CC(=C1F)[N+](=O)[O-])F (1s,2s,3r)-2-azido-1,3-difluoro-4-nitrobenzene